Dodecanoic acid 1-{7-[4-(4-benzo[b]thiophen-4-ylpiperazin-1-yl)butoxy]-4,4-dimethyl-2-oxo-3,4-dihydro-2H-quinolin-1-yl}-ethyl ester S1C2=C(C=C1)C(=CC=C2)N2CCN(CC2)CCCCOC2=CC=C1C(CC(N(C1=C2)C(C)OC(CCCCCCCCCCC)=O)=O)(C)C